ethylene glycol methyl ethyl methyl ethyl ether C(C)OCCOC(CC)C